(2S)-1-[(4S)-4,5-dihydro-4-phenyl-2-oxazolyl]2-(diphenylphosphino)ferrocene C1(=CC=CC=C1)[C@@H]1N=C(OC1)[C-]1C(=CC=C1)P(C1=CC=CC=C1)C1=CC=CC=C1.[CH-]1C=CC=C1.[Fe+2]